benzo[b]naphtho[1,2-d]thiophen-5-ylboronic acid C1=CC=CC=2C(=CC3=C(C4=C(S3)C=CC=C4)C12)B(O)O